C(C)(=O)C=1C(=CC(=C(C1)NC(=O)NC1=CC=CC=C1)OC)O 1-(5-acetyl-4-hydroxy-2-methoxyphenyl)-3-phenylurea